3-(4-bromophenyl)oxacyclohexane-2,6-dione BrC1=CC=C(C=C1)C1C(OC(CC1)=O)=O